5-[3-[2,6-dichloro-4-(3,3-dichloroallyloxy)phenoxy]propoxy]-1H-pyrazole ClC1=C(OCCCOC2=CC=NN2)C(=CC(=C1)OCC=C(Cl)Cl)Cl